Methyl 5-bromo-4-chloro-2-methoxybenzoate BrC=1C(=CC(=C(C(=O)OC)C1)OC)Cl